BrC1=C(C2=C(N(S(N2C)(=O)=O)CC2=CC=C(C=C2)OC)C=C1)F 5-bromo-4-fluoro-1-(4-methoxybenzyl)-3-methyl-1,3-dihydrobenzo[c][1,2,5]thiadiazole 2,2-dioxide